NC=1C(=NC(=CC1)N1C=NC=C1)C(=O)NC1CCCCC1 3-amino-N-cyclohexyl-6-(1H-imidazol-1-yl)picolinamide